COC=1C=C2C(=NC=NC2=CC1OCCCN1[C@@H]2CN([C@H](C1)C2)C)C2=CC=C(C=C2)NC(CC2=CC=C(C=C2)C(F)(F)F)=O N-(4-(6-methoxy-7-(3-((1S,4S)-5-methyl-2,5-diazabicyclo[2.2.1]heptan-2-yl)propoxy)quinazolin-4-yl)phenyl)-2-(4-(trifluoromethyl)phenyl)acetamide